4-((1r,3r)-3-((4-(2-fluoro-2-(tributylstannyl)vinyl)pyridin-2-yl)oxy)cyclobutoxy)piperidine-1-carboxylic acid tert-butyl ester C(C)(C)(C)OC(=O)N1CCC(CC1)OC1CC(C1)OC1=NC=CC(=C1)C=C([Sn](CCCC)(CCCC)CCCC)F